C(C)(=O)N[C@H](C(=O)N1[C@@H](C[C@H](C1)O)C(=O)N[C@@H](C)C1=C(OC2CCC(CC2)C(=O)O)C=C(C=C1)C1=C(N=CS1)C)C(C)(C)C (1S,4r)-4-(2-((S)-1-((2S,4r)-1-((S)-2-acetamido-3,3-dimethylbutyryl)-4-hydroxypyrrolidine-2-carboxamido)ethyl)-5-(4-methylthiazol-5-yl)phenoxy)cyclohexane-1-carboxylic acid